OC=1C(=NC2=CC=CC=C2C1)C(=O)[O-] hydroxyquinolate